S-(3-cyclopropoxycyclobutyl) ethanethioate C(C)(SC1CC(C1)OC1CC1)=O